C(C)(C)(C)OC(N[C@H](C(=O)NC1=C(C=C(C=C1)C)C(C1=CC=CC=C1)=O)[C@H](CC)C)=O ((2s,3s)-1-((2-benzoyl-4-methylphenyl)amino)-3-methyl-1-oxopent-2-yl)carbamic acid tert-butyl ester